CN(C1=CC=C(C(=O)OC(C)CCCCCC)C=C1)C 2-octyl 4-(dimethylamino)benzoate